CCSCCNCCSCC bis[(2-ethylsulfanyl)ethyl]amine